ClC1=CC(=NC(=N1)C)NC=1SC(=CN1)C(=O)NC=1C(=NC=CC1C)C 2-((6-chloro-2-methylpyrimidin-4-yl)amino)-N-(2,4-dimethylpyridin-3-yl)thiazole-5-carboxamide